ClC=1C=C(C2=C(N(CN(S2(=O)=O)[C@H](C(=O)O)C(C)C2=C(C(=CC=C2F)C)C)C)C1)C (2S)-2-(6-chloro-4,8-dimethyl-1,1-dioxido-3,4-dihydro-2H-benzo[e][1,2,4]thiadiazin-2-yl)-3-(6-fluoro-2,3-dimethylphenyl)butanoic acid